BrC=1C=C(C=CC1)C1=NC=2N(C(=C1)C)N=CC2C(=O)O 5-(3-bromophenyl)-7-methylpyrazolo[1,5-a]Pyrimidine-3-carboxylic acid